1-(4-((2-oxopyridin-1(2H)-yl)methyl)benzyl)-1H-pyrazole-4-carboxylate O=C1N(C=CC=C1)CC1=CC=C(CN2N=CC(=C2)C(=O)[O-])C=C1